C1(CCCCC1)C(CCOC)N1N=CC=C1 1-(1-cyclohexyl-3-methoxypropyl)-1H-pyrazole